5-((3-(5-(2,5-difluorophenyl)-4,5-dihydro-1H-pyrazole-1-carbonyl)bicyclo[1.1.1]pentan-1-yl)methoxy)pyrazine-2-carbonitrile FC1=C(C=C(C=C1)F)C1CC=NN1C(=O)C12CC(C1)(C2)COC=2N=CC(=NC2)C#N